C(C1=CC=CC=C1)O[C@H]1C(N([C@@H]([C@H]1OCC1=CC=CC=C1)COCC1=CC=CC=C1)C(=O)OC(C)(C)C)(O)C1=CN(C2=C1N=CN=C2Cl)COCC2=CC=CC=C2 (3R,4R,5R)-tert-butyl 3,4-bis(benzyloxy)-5-((benzyloxy)methyl)-2-(5-((benzyloxy)methyl)-4-chloro-5H-pyrrolo[3,2-d]pyrimidin-7-yl)-2-hydroxypyrrolidine-1-carboxylate